3,4-dihexylthiophene C(CCCCC)C1=CSC=C1CCCCCC